ClC=1C(=C(CN2[C@@H](C[C@@](CC2)(C(=O)O)CC2=NC(=CC(=C2F)[C@H](C)F)NC2=NNC(=C2)C)C)C=CC1)F (2R,4R)-1-(3-chloro-2-fluorobenzyl)-4-((3-fluoro-4-((S)-1-fluoroethyl)-6-((5-methyl-1H-pyrazol-3-yl)amino)pyridin-2-yl)methyl)-2-methylpiperidine-4-carboxylic acid